sodium anthracenoate C1(=CC=CC2=CC3=CC=CC=C3C=C12)C(=O)[O-].[Na+]